tin (IV) hydrogen phosphate P(=O)(O)([O-])[O-].[Sn+4].P(=O)(O)([O-])[O-]